COC1=C(C=CC(=C1)CC1C(OCC1CC1=CC(=C(C=C1)O)OC)=O)[O-] 2-methoxy-4-({2-oxo-5-[(4-hydroxy-3-methoxyphenyl)methyl]-3-oxacyclopentyl}methyl)phenolate